O1C2=C(NCCC1)C=CC(=C2)C(=O)OC Methyl 2,3,4,5-Tetrahydrobenzo[b][1,4]oxazepine-8-carboxylate